C(C(C)C)OC1=CC(=CC(=N1)C(=O)NC1=CC=C(C(=O)O)C=C1)C 4-(6-isobutoxy-4-methylpyridinamido)benzoic acid